NC1=NC(=NC=C1)C=1C(N(N(C1)COCC[Si](C)(C)C)C)=O 4-(4-aminopyrimidin-2-yl)-2-methyl-1-{[2-(trimethylsilyl)ethoxy]methyl}pyrazol-3-one